[F-].C[NH+](CC=C)CC=C Methyl-diallyl-ammonium fluoride